tert-Butyl 3-((4-bromo-2-oxopyridin-1(2H)-yl)methyl)azetidine-1-carboxylate BrC1=CC(N(C=C1)CC1CN(C1)C(=O)OC(C)(C)C)=O